5-(((tert-butyldimethylsilyl)oxy)methyl)-4-chloro-6-methyl-2-(methylsulfonyl)pyrimidine [Si](C)(C)(C(C)(C)C)OCC=1C(=NC(=NC1C)S(=O)(=O)C)Cl